NC1=NC(=CC(=N1)N1CCC2(C[C@H](NC2)C(=O)OCC)CC1)O[C@@H](C(F)(F)F)C1=C(C=C(C=C1)C=1C=NC=NC1)N1N=C(C=C1)C (S)-ethyl 8-(2-amino-6-((R)-2,2,2-trifluoro-1-(2-(3-methyl-1H-pyrazol-1-yl)-4-(pyrimidin-5-yl)phenyl)ethoxy)pyrimidin-4-yl)-2,8-diazaspiro[4.5]decane-3-carboxylate